Cl.C1(=C2N(C=N1)CCC2)C(C(=O)NC=2SC=CN2)N2C(C1=CC(=CC(=C1C2)F)C2=CC=C(C=C2)C2CCNCC2)=O 2-(6,7-dihydro-5H-pyrrolo[1,2-c]imidazol-1-yl)-2-[4-fluoro-1-oxo-6-[4-(4-piperidinyl)phenyl]isoindolin-2-yl]-N-thiazol-2-yl-acetamide hydrochloride